[N+]1(=CC=CC=C1)[N-]C(C1=CC=C(C=C1)CC1=CC=C(C=C1)C(F)(F)F)=O pyridin-1-ium-1-yl(4-(4-(trifluoromethyl)benzyl)benzoyl)amide